1-allylimidazolium C(C=C)N1C=[NH+]C=C1